CN/C(=N/C)/C=1C=C(SC1)CNC(=O)[C@H]1N([C@H]2C[C@]2(C1)C)C(CNC(C1=CC=C(C=C1)OC1=CC=CC=C1)=O)=O (1S,3S,5S)-N-((4-((E)-N,N'-dimethylcarbamimidoyl)thiophen-2-yl)methyl)-5-methyl-2-((4-phenoxybenzoyl)glycyl)-2-azabicyclo[3.1.0]hexane-3-carboxamide